6-methyl-2-chloro-4-phenoxy-1-methacryloyloxynaphthalene CC=1C=C2C(=CC(=C(C2=CC1)OC(C(=C)C)=O)Cl)OC1=CC=CC=C1